4-phenylthienyl-diphenyl-sulfonium tetrafluoroborate F[B-](F)(F)F.C1(=CC=CC=C1)C=1C=C(SC1)[S+](C1=CC=CC=C1)C1=CC=CC=C1